N-(4-((3-chloro-4-fluorophenyl)amino)-7-methoxyquinazolin-6-yl)but-2-enamide ClC=1C=C(C=CC1F)NC1=NC=NC2=CC(=C(C=C12)NC(C=CC)=O)OC